FC(C=1C=C(C=2NC3=CC=C(C=C3C2C1)C(F)(F)F)C1=CC=C(C=O)C=C1)(F)F 4-(3,6-bistrifluoromethylcarbazolyl)benzaldehyde